N-[5-[3-(3,3-dimethylcyclopentyl)oxyphenyl]-4-(2,6-dimethylphenyl)-1,3-thiazol-2-yl]-3-pyrazol-1-ylbenzenesulfonamide CC1(CC(CC1)OC=1C=C(C=CC1)C1=C(N=C(S1)NS(=O)(=O)C1=CC(=CC=C1)N1N=CC=C1)C1=C(C=CC=C1C)C)C